ClC1=NC(=C2N=CN(C2=N1)C(C)C)NCC1=C(C=CC=C1)N1N=C(C=C1)N(C)CC 2-chloro-N-(2-(3-(ethyl-(methyl)amino)-1H-pyrazol-1-yl)benzyl)-9-isopropyl-9H-purin-6-amine